C(#N)\C(=C(\C=C\1/SCC(CN1C(=O)OC(C)(C)C)C)/C=1C=NC(=C(C1)F)C1(CC1)C)\C(=O)OCC tert-butyl (Z)-2-((E)-3-cyano-4-ethoxy-2-(5-fluoro-6-(1-methyl cyclopropyl)pyridin-3-yl)-4-oxobut-2-en-1-ylidene)-5-methyl-1,3-thiazinane-3-carboxylate